4-bromo-3-hydroxymethyl-2-methyl-phenol BrC1=C(C(=C(C=C1)O)C)CO